((S)-(4-nitrophenoxy)(phenoxy)phosphoryl)-L-alanine-2-ethylbutyl ester C(C)C(COC([C@@H](N[P@](=O)(OC1=CC=CC=C1)OC1=CC=C(C=C1)[N+](=O)[O-])C)=O)CC